Tetrakis(Isopropyloxy)Tellurane C(C)(C)OC1(C([Te]CCC1)(OC(C)C)OC(C)C)OC(C)C